tert-Butyl 3-(3-cyclopropyl-8-{2-[ethyl(isopropyl)carbamoyl]-4-fluorophenyl}imidazo[1,5-a]pyridin-6-yl)pyrrolidine-1-carboxylate C1(CC1)C1=NC=C2N1C=C(C=C2C2=C(C=C(C=C2)F)C(N(C(C)C)CC)=O)C2CN(CC2)C(=O)OC(C)(C)C